FC(C1=NN(C(=C1)C(F)F)CC(=O)N1CCC(CC1)C=1SC=C(N1)C1=NOC(C1)C1=C(C=CC=C1C(F)(F)F)N=S(=O)(C)C)F ((2-(3-(2-(1-(2-(3,5-bis(difluoromethyl)-1H-pyrazol-1-yl)acetyl)piperidin-4-yl)thiazol-4-yl)-4,5-dihydroisoxazol-5-yl)-3-(trifluoromethyl)phenyl)imino)dimethyl-λ6-sulfanone